CC1=C(C=C(C=C1)NC1CN(C1)C(=O)OC(C)(C)C)C(NC1(CC1)C1=CC(=CC=C1)C=1SC(=CC1)CN1CCCC1)=O tert-butyl 3-((4-methyl-3-((1-(3-(5-(pyrrolidin-1-ylmethyl)thiophen-2-yl)phenyl)cyclopropyl)carbamoyl)phenyl)amino)azetidine-1-carboxylate